FC([C@H]1N(C(OC1)=C=O)C=1N=C2N(CC(OC3=C2C=CC(=C3)N[C@H](C(=O)N)C)(C)C)C1)F (S)-2-((2-((S)-4-(difluoromethyl)-2-carbonyloxazolidin-3-yl)-6,6-dimethyl-5,6-dihydrobenzo[f]imidazo[1,2-d][1,4]oxazepin-9-yl)amino)propanamide